2-(2,6-dioxopiperidin-3-yl)-5-{4-hydroxy-1-[(1-methyl-1H-indazol-6-yl)methyl]piperidin-4-yl}-2,3-dihydro-1H-isoindole-1,3-dione O=C1NC(CCC1N1C(C2=CC=C(C=C2C1=O)C1(CCN(CC1)CC1=CC=C2C=NN(C2=C1)C)O)=O)=O